(Dimethylphosphoryl) azacyclooctane-1-carboxylate N1(CCCCCCC1)C(=O)OP(=O)(C)C